C1(CC1)[C@@H](NC(=O)[C@@H]1N(CCC1)C(C1=CC(=CC=C1)C(C(F)(F)F)O)=O)C1=C(C=C(C=C1)C(F)(F)F)F (2R)-N-((R)-cyclopropyl(2-fluoro-4-(trifluoromethyl)phenyl)methyl)-1-(3-(2,2,2-trifluoro-1-hydroxyethyl)benzoyl)pyrrolidine-2-carboxamide